C(C)[C@@]1(CC[C@@]2([C@H]3CC[C@@]4(CCC[C@H]4[C@H]3C(C[C@H]2C1)[C@@H](CCCC(C)(C)O)OC)C)C)O (3S,5S,8R,9S,10S,13S,14S,17S)-3-ethyl-l-7-((R)-5-hydroxy-1-methoxy-5-methylhexyl)-10,13-dimethylhexadecahydro-1H-cyclopenta[a]phenanthren-3-ol